OCC1=CC=C(C=C1)CC(=O)O 2-(4-(hydroxymethyl)phenyl)acetic acid